Pentonic acid C(C(C(C(C(=O)O)O)O)O)O